4-(3,3-difluorocyclobutylamino)-2-((1r,4r)-4-hydroxycyclohexylamino)pyrimidine-5-carbonitrile FC1(CC(C1)NC1=NC(=NC=C1C#N)NC1CCC(CC1)O)F